bromoethyltris(2-methoxyethoxy)silane BrCC[Si](OCCOC)(OCCOC)OCCOC